FC1=C(C=C(OC2=C(N=NN2)C(=O)O)C=C1)C#CC1=CC=CC=C1 5-(4-fluoro-3-(2-phenylethynyl)phenoxy)-1H-1,2,3-triazole-4-carboxylic acid